BrC=1N(C(=C(N1)C(=O)OCC)C(C1=CC=C(C=C1)Cl)NC=1C(N(C=C(C1)Cl)C)=O)CCCO[Si](C1=CC=CC=C1)(C1=CC=CC=C1)C(C)(C)C ethyl 2-bromo-1-(3-((tert-butyldiphenylsilyl)oxy)propyl)-5-(((5-chloro-1-methyl-2-oxo-1,2-dihydropyridin-3-yl)amino)(4-chlorophenyl)methyl)-1H-imidazole-4-carboxylate